(4S)-1-(2-chloro-6-fluorobenzyl)-3,4-dimethyl-2-oxo-N-(2-((tetrahydro-2H-pyran-2-yl)oxy)ethyl)-N-(2,4,6-trifluorobenzyl)-1,2,3,4-tetrahydroquinazoline-7-carboxamide ClC1=C(CN2C(N([C@H](C3=CC=C(C=C23)C(=O)N(CC2=C(C=C(C=C2F)F)F)CCOC2OCCCC2)C)C)=O)C(=CC=C1)F